C(C)(C)(C)OC(=O)N1S(O[C@@H](C1)C)(=O)=O (5R)-5-methyl-2,2-bisoxo-oxathiazolidin-3-carboxylic acid tert-butyl ester